C(C)(C)(C)N(C)[Si](C)(C)C N-tert-butyl-N-methylaminotrimethylsilane